C1(CC1)CS(=O)(=O)NC1=CNC2=CC=C(C=C12)C=1C=NN(C1)C1=CC=C(C=C1)CC 1-cyclopropyl-N-(5-(1-(4-ethylphenyl)-1H-pyrazol-4-yl)-1H-indol-3-yl)methanesulfonamide